C(C1=CC=CC=C1)N([C@@H]1[C@H](C[C@]2(CCCO2)CC1)O)C |o1:8,9,11| (5R*,7S*,8S*)-8-(benzyl(methyl)amino)-1-oxaspiro[4.5]decan-7-ol